FC=1C=CC=C2C(C=CC3(C12)C(N(C(C1=CC=CC=C13)=O)C)=O)=O 8'-Fluoro-2-methyl-1H,4'H-spiro[isoquinoline-4,1'-naphthalene]-1,3,4'(2H)-trione